FC(C1=NN=C(O1)C1=CC(=C(CN2C(N(C3=C2C=C(C=C3)F)C3CCN(CC3)C(C)C)=O)C=C1)F)F 3-(4-(5-(difluoromethyl)-1,3,4-oxadiazol-2-yl)-2-fluorobenzyl)-5-fluoro-1-(1-isopropylpiperidin-4-yl)-1,3-dihydro-2H-benzo[d]imidazol-2-one